Cis-5-fluoro-6-[(5-methyl-1H-pyrazol-3-yl)amino]-2-[(5-hydroxyadamantan-2-yl)amino]pyrimidine-4-carboxylic acid ethyl ester C(C)OC(=O)C1=NC(=NC(=C1F)NC1=NNC(=C1)C)NC1C2CC3CC(CC1C3)(C2)O